L-1-Mercaptohistidine SN1C=C(C[C@H](N)C(=O)O)N=C1